S-(α,β-dicarboxyethyl)cysteine acrylamide bisphosphonate P(O)(O)=O.P(O)(O)=O.C(C=C)(=O)N.C(=O)(O)C(CC(=O)O)SC[C@H](N)C(=O)O